O=C1NC(CCC1N1C(C2=CC=CC(=C2C1=O)SCC(=O)N1CCNCC1)=O)=O 4-(2-((2-(2,6-dioxopiperidin-3-yl)-1,3-dioxoisoindolin-4-yl)thio)acetyl)piperazin